Ethyl salicylate (ethyl 2-hydroxybenzoate) C(C)C=1C(=C(C(=O)O)C=CC1)O.C(C=1C(O)=CC=CC1)(=O)OCC